4,4-dimethyl-2-pentene CC(C=CC)(C)C